glyceryl palmitoleate sulfosuccinate S(=O)(=O)(O)C(C(=O)O)CC(=O)O.C(CCCCCCC\C=C/CCCCCC)(=O)OCC(O)CO